C(C)N(C(O)=O)C(C(=NNC1=CC(=C(C(=C1)Cl)OC1=NNC(C(=C1)C1=C(C(=CC=C1)C)F)=O)Cl)C#N)=O.ClC1=NC=C(C(=N1)Cl)COC 2,4-dichloro-5-(methoxymethyl)pyrimidine Ethyl-(2-cyano-2-(2-(3,5-dichloro-4-((5-(2-fluoro-3-methylphenyl)-6-oxo-1,6-dihydropyridazin-3-yl)oxy)phenyl)hydrazineylidene)acetyl)carbamate